methyl N2-(3-(4'-(4-(3-(3,5-diamino-6-chloropyrazine-2-carbonyl)guanidino)butyl)-[1,1'-biphenyl]-4-yl)propanoyl)-N2-methyl-N6-((2S,3R,4R,5R)-2,3,4,5,6-pentahydroxyhexyl)-L-lysinate NC=1C(=NC(=C(N1)N)Cl)C(=O)NC(NCCCCC1=CC=C(C=C1)C1=CC=C(C=C1)CCC(=O)N([C@@H](CCCCNC[C@@H]([C@H]([C@@H]([C@@H](CO)O)O)O)O)C(=O)OC)C)=N